FS(=O)(=O)OC1=CC=C(C(=O)NCCCC[C@H](N)C(=O)O)C=C1 N6-(4-((fluorosulfonyl)oxy)benzoyl)lysine